3-(bis(4-methoxyphenyl)methyl)-7-chloro-6-nitroquinazolin COC1=CC=C(C=C1)C(N1CN=C2C=C(C(=CC2=C1)[N+](=O)[O-])Cl)C1=CC=C(C=C1)OC